benzyl 4-[3-[(3S)-1-tert-butoxycarbonyl-5,5-dimethyl-pyrrolidin-3-yl]-1-[(2,2,2-trifluoroacetyl)amino]propyl]piperidine-1-carboxylate C(C)(C)(C)OC(=O)N1C[C@H](CC1(C)C)CCC(NC(C(F)(F)F)=O)C1CCN(CC1)C(=O)OCC1=CC=CC=C1